(2R)-2-[3-[(4R)-3-(4-chlorophenyl)-4-phenyl-4,5-dihydropyrazol-1-yl]-1-(oxan-4-ylmethyl)-5-oxo-1,2,4-triazol-4-yl]propanamide ClC1=CC=C(C=C1)C1=NN(C[C@H]1C1=CC=CC=C1)C1=NN(C(N1[C@@H](C(=O)N)C)=O)CC1CCOCC1